(benzo[d][1,3]dioxol-5-yl)-7-(1-hydroxypropan-2-yl)-1-(1H-indol-3-yl)-6,7-dihydro-3H-oxazolo[3,4-a]pyrazine-5,8-dione O1COC2=C1C=CC(=C2)C2OC(=C1N2C(CN(C1=O)C(CO)C)=O)C1=CNC2=CC=CC=C12